C1(CCCCCC1)C1=NOC(=N1)CC(C(=O)OC(C)(C)C)P(=O)(OCC)OCC tert-butyl 3-(3-cycloheptyl-1,2,4-oxadiazol-5-yl)-2-(diethoxyphosphoryl)propanoate